2,4,6-trichloro-benzoic acid ClC1=C(C(=O)O)C(=CC(=C1)Cl)Cl